6-bromo-N2,N4-bis[(2,4-dimethoxyphenyl)methyl]quinazoline-2,4-diamine BrC=1C=C2C(=NC(=NC2=CC1)NCC1=C(C=C(C=C1)OC)OC)NCC1=C(C=C(C=C1)OC)OC